C1(CC1)N1CCN(CC1)C1CCN(CC1)C1=C(C=C(C(=C1)OC)NC1=NC=NC(=C1)N1OCCC1C1=CC(=C(C=C1)F)OCC1=CC(=CC=C1)F)NC(C=C)=O N-(2-(4-(4-cyclopropylpiperazin-1-yl)piperidin-1-yl)-5-((6-(3-(4-fluoro-3-((3-fluorobenzyl)oxy)phenyl)-isoxazolidin-2-yl)-pyrimidin-4-yl)-amino)-4-meth-oxyphenyl)acryl-amide